P([O-])([S-])[S-] phosphorodithioite